1,5-dimethyl-4-(6-(8-methyl-4-oxo-4H-pyrimido[1,2-b]pyridazin-7-yl)-5,6,7,8-tetrahydro-1,6-naphthyridin-3-yl)-1H-pyrrole-2-carbonitrile CN1C(=CC(=C1C)C=1C=NC=2CCN(CC2C1)C=1C(=CC=2N(N1)C(C=CN2)=O)C)C#N